FC(OC1=CC=C(CBr)C=C1)(F)F 4-(Trifluoromethoxy)benzyl bromid